2-methyl-2-mercaptoacetic anhydride CC(C(=O)OC(C(C)S)=O)S